COC([C@H]1N(CCC1)C(C=C)=O)=O N-acryloyl-l-proline methyl ester